3-(3-(3-fluoro-5-(7-isopropylimidazo[1,2-a]pyridine-3-carboxamido)-4-methylphenyl)-1,2,4-oxadiazol-5-yl)azetidine-1-carboxylic acid methyl ester COC(=O)N1CC(C1)C1=NC(=NO1)C1=CC(=C(C(=C1)NC(=O)C1=CN=C2N1C=CC(=C2)C(C)C)C)F